2-benzyl-4,4,4-tri-fluoro-N-(8-fluoro-3-quinolyl)butanamide C(C1=CC=CC=C1)C(C(=O)NC=1C=NC2=C(C=CC=C2C1)F)CC(F)(F)F